C=1(CCC=CC1)C1=CC=CC=C1 2,3-dihydro-1,1'-biphenyl